2-(6-{5-chloro-2-[(1-hydroxy-2-methylpropan-2-yl)amino]pyrimidin-4-yl}-1-oxo-2,3-dihydro-1H-isoindol-2-yl)-N-[(1R)-1-(3-methoxyphenyl)-ethyl]acetamide ClC=1C(=NC(=NC1)NC(CO)(C)C)C1=CC=C2CN(C(C2=C1)=O)CC(=O)N[C@H](C)C1=CC(=CC=C1)OC